(±)-2-(2-(7-(3-(aminomethyl)-2-methoxyphenyl)benzofuran-5-yl)-4-methyl-3,4-dihydro-2H-Benzo[b][1,4]oxazin-8-yl)ethyl acetate C(C)(=O)OCCC1=CC=CC2=C1O[C@@H](CN2C)C=2C=C(C1=C(C=CO1)C2)C2=C(C(=CC=C2)CN)OC |r|